O1CCC(CC1)NC1=NC=2N(C(=N1)NCC1=CC=C(C=C1)NC(CC)=O)N=CC2CC(F)(F)F N-(4-(((2-((tetrahydro-2H-pyran-4-yl)amino)-8-(2,2,2-trifluoroethyl)pyrazolo[1,5-a][1,3,5]triazin-4-yl)amino)methyl)phenyl)propanamide